1,4-difluoro-2-isocyanatobenzene FC1=C(C=C(C=C1)F)N=C=O